FC=1C(=NC(=NC1)N1C=NC2=C1C=CC=C2)NC2=CC=C(C=C2)N2CCN(CC2)C 1-(5-fluoro-4-((4-(4-methylpiperazin-1-yl)phenyl)amino)pyrimidin-2-yl)-1H-benzo[d]imidazole